(2R)-3-hydroxy-1-{2-[4-methyl-1-(2,2,2-trifluoroethyl)pyrazol-3-ylsulfonyl]-4H,6H-pyrrolo[3,4-c]pyrazol-5-yl}-2-phenylpropan-1-one OC[C@H](C(=O)N1CC2=NN(C=C2C1)S(=O)(=O)C1=NN(C=C1C)CC(F)(F)F)C1=CC=CC=C1